1-chloro-4-propoxy-9h-thioxanthen-9-one ClC1=CC=C(C=2SC3=CC=CC=C3C(C12)=O)OCCC